Cl.ClC1=C(C=CC=C1Cl)N1CCNCC1 2,3-dichlorophenyl-piperazine monohydrochloride